CC=1SC(=C(N1)C)C=1C=CC(N(N1)CC1CCN(CC1)C1=C2NC=NC2=NC=N1)=O 6-(2,4-dimethyl-1,3-thiazol-5-yl)-2-[[1-(7H-purin-6-yl)piperidin-4-yl]methyl]pyridazin-3-one